CN1N=CC=C1[C@@H]1CNCCO1 (S)-2-(1-methyl-1H-pyrazol-5-yl)morpholine